N-(5-ethyl-6-methylpyridin-3-yl)-2-((2R,5S)-5-methyl-2-(2-(1-methylpiperidin-4-yl)benzo[d]thiazol-5-yl)piperidin-1-yl)-2-oxoacetamide C(C)C=1C=C(C=NC1C)NC(C(=O)N1[C@H](CC[C@@H](C1)C)C=1C=CC2=C(N=C(S2)C2CCN(CC2)C)C1)=O